S=C1NC=CC=C1C(=O)NCC(=O)OCC Ethyl N-[(2-thioxo-1,2-dihydropyridin-3-yl)carbonyl]glycinate